heptadecamethylenediamine NCCCCCCCCCCCCCCCCCN